FC1(C(C(C(C(C1(F)F)(F)F)(F)F)(F)F)(F)F)SSCC ethyl (perfluorocyclohexyl) disulfide